BrC#CC1=CC=C(C=C1)C#CBr 1,4-bis(2-bromoethynyl)benzene